(R)-2-(5-amino-2-(furan-2-yl)-7H-pyrazolo[4,3-e][1,2,4]triazolo[1,5-c]pyrimidin-7-yl)-(cis)-N-(4-hydroxy-4-methylcyclohexyl)-2-phenylpropanamide NC1=NC2=C(C=3N1N=C(N3)C=3OC=CC3)C=NN2[C@](C(=O)NC2CCC(CC2)(C)O)(C)C2=CC=CC=C2